CS(=O)(=NC1=C(N=C2N1C=CC(=C2)C2=NOC(=N2)C(F)(F)F)C)CC=2N=CN(C2)C methyl((1-methyl-1H-imidazol-4-yl)methyl)((2-methyl-7-(5-(trifluoromethyl)-1,2,4-oxadiazol-3-yl)imidazo[1,2-a]pyridin-3-yl)imino)-λ6-sulfanone